C(C)NC(=O)C1=NC=C(C=C1)C=1N=CC2=C(C=CC=C2C1)B1OC(C(O1)(C)C)(C)C N-ethyl-5-[8-(4,4,5,5-tetramethyl-1,3,2-dioxaborolan-2-yl)-3-isoquinolinyl]pyridine-2-carboxamide